N1C=C(C2=CC=CC=C12)C(CNC1=C(C=CC(=C1)C1=NOC(=N1)C)C)=O 1-(1H-indol-3-yl)-2-((2-methyl-5-(5-methyl-1,2,4-oxadiazol-3-yl)phenyl)amino)ethan-1-one